4-((6-(benzyloxy)-2-(4-(methylsulfonyl)phenyl)naphthalene-1-yl)oxy)phenyl triflate O(S(=O)(=O)C(F)(F)F)C1=CC=C(C=C1)OC1=C(C=CC2=CC(=CC=C12)OCC1=CC=CC=C1)C1=CC=C(C=C1)S(=O)(=O)C